4-(3,4-dichlorophenyl)-5-methyl-2-(2-thienyl)imidazole ClC=1C=C(C=CC1Cl)C=1N=C(NC1C)C=1SC=CC1